ClC1=CC=C(C(=N1)C)N[C@H](C)C=1C=C(C=C2C(C(=C(OC12)C=1N=NN(C1)C)C)=O)C 8-[(1R)-1-[(6-Chloro-2-methyl-3-pyridyl)amino]ethyl]-3,6-dimethyl-2-(1-methyltriazol-4-yl)chromen-4-one